N-[[6-(3,3-dimethylbutyl)-6-azaspiro[2.5]octan-2-yl]methyl]-6-(1,3,5-trimethylpyrazol-4-yl)pyridazin-3-amine CC(CCN1CCC2(C(C2)CNC=2N=NC(=CC2)C=2C(=NN(C2C)C)C)CC1)(C)C